C(CCCCCCCC(CCCCCCCC)C(=O)[O-])C(=O)[O-] 1,9-heptadecanedi-carboxylate